1,2,3,5-tetrakis(2-mercaptovinyloxy)benzene SC=COC1=C(C(=CC(=C1)OC=CS)OC=CS)OC=CS